C1(C=CC(C=C1)=NO)=NO p-Benzoquinone-dioxime